5-(5-(1-(2-hydroxy-2-methylpropyl)piperidin-4-yl)-3-isopropyl-1H-indol-2-yl)-3-(methoxymethyl)-1-methylpyridin-2(1H)-one OC(CN1CCC(CC1)C=1C=C2C(=C(NC2=CC1)C=1C=C(C(N(C1)C)=O)COC)C(C)C)(C)C